CC1(CCCCC1)C(=O)O methyl-1-Cyclohexanecarboxylic acid